C[C@@H]1CN(CC[C@@H]1NC1=NC=C(C(=N1)C1=CC(=CS1)C(=O)N)C(F)(F)F)S(=O)(=O)C 5-(2-(((3R,4S)-3-methyl-1-(methylsulfonyl)piperidin-4-yl)amino)-5-(trifluoromethyl)-pyrimidin-4-yl)thiophene-3-carboxamide